FC1=C(C(=CC=C1F)OC)C1=CC(=NC=C1C(=O)NC=1SC(=NN1)COC1COCCC1)C 4-(2,3-Difluoro-6-methoxyphenyl)-6-methyl-N-(5-(((tetrahydro-2H-pyran-3-yl)oxy)methyl)-1,3,4-thiadiazol-2-yl)nicotinamide